NC1=C(N=CN1[C@@H]1O[C@@H]([C@H]2[C@H]1OC(O2)(C)C)OC(N(CCSSC2=NC=CC=C2)C)=O)C(N)=O ((3aR,4R,6R,6aR)-6-(5-amino-4-carbamoyl-1H-imidazol-1-yl)-2,2-dimethyl-tetrahydrofuro[3,4-d][1,3]dioxol-4-yl)methyl(2-(pyridin-2-yldisulfaneyl)ethyl)carbamate